tert-butyl 6-hydroxy-7-((4-(trifluoromethyl)phenyl)sulfonyl)heptanoate OC(CCCCC(=O)OC(C)(C)C)CS(=O)(=O)C1=CC=C(C=C1)C(F)(F)F